(R)-8-(6-cyclopropyl-5-((2,3-dichloropyridin-4-yl)thio)pyrazin-2-yl)-8-azaspiro[4.5]decan-1-amine C1(CC1)C1=C(N=CC(=N1)N1CCC2(CCC[C@H]2N)CC1)SC1=C(C(=NC=C1)Cl)Cl